C(C)C1=C(C=C(N=N1)C=1C(NC(NC1)=O)=O)[C@@H]1[C@H](C1)C(C)C 5-(6-ethyl-5-((1S,2R)-2-isopropylcyclopropyl)pyridazine-3-yl)pyrimidine-2,4(1H,3H)-dione